(4-chlorophenyl)-1-(2,4-dichlorophenyl)-N-(piperidin-1-yl)-4,5-dihydro-1H-pyrazole-3-carboxamide ClC1=CC=C(C=C1)C1C(=NN(C1)C1=C(C=C(C=C1)Cl)Cl)C(=O)NN1CCCCC1